ClC1=CC=C(C=C1)[C@@H]1N=C(N([C@@H]1C1=CC=C(C=C1)Cl)C(=O)N1CCN(CC1)CCNC(C1=CC(=C(C=C1)O)O)=O)C1=C(C=C(C=C1)OC)OC(C)C N-(2-(4-((4S,5R)-4,5-bis(4-chlorophenyl)-2-(2-isopropoxy-4-methoxyphenyl)-4,5-dihydro-1H-imidazole-1-carbonyl)piperazin-1-yl)ethyl)-3,4-dihydroxybenzamide